3-(4-(4-(4-Fluorophenyl)-2-oxo-2,3-dihydro-1H-imidazol-1-yl)piperidine-1-carbonyl)-5-(2,4,5-trifluoro-3-hydroxyphenyl)isoxazole-4-carbonitrile FC1=CC=C(C=C1)C=1NC(N(C1)C1CCN(CC1)C(=O)C1=NOC(=C1C#N)C1=C(C(=C(C(=C1)F)F)O)F)=O